N-(5-Cyano-6-(2H-1,2,3-triazol-2-yl)pyridin-3-yl)-1-(2-methoxypyridin-4-yl)-5-(trifluoromethyl)-1H-pyrazole-4-carboxamide C(#N)C=1C=C(C=NC1N1N=CC=N1)NC(=O)C=1C=NN(C1C(F)(F)F)C1=CC(=NC=C1)OC